heptylpyridinium C(CCCCCC)[N+]1=CC=CC=C1